tert-butyl 6-(((5-fluoro-2-pyridyl)methoxy)methyl)-2-(methoxymethoxy)-3-(2-(4,4,5,5-tetramethyl-1,3,2-dioxaborolan-2-yl)ethyl)benzoate FC=1C=CC(=NC1)COCC1=CC=C(C(=C1C(=O)OC(C)(C)C)OCOC)CCB1OC(C(O1)(C)C)(C)C